COC1=CC=C(C=C1)C1=CC=C(C=C1)ONC1=CC=CC=C1 (4'-methoxy-biphenyl-4-yloxy)aniline